(±)-trans-3-(4-(5-(((Butyl(methyl)carbamoyl)oxy)methyl)-1-methyl-1H-pyrazol-4-yl)-2-methylphenoxy)cyclohexan C(CCC)N(C(=O)OCC1=C(C=NN1C)C1=CC(=C(OC2CCCCC2)C=C1)C)C